C(C)N(C1CCN(CC1)C1=C(C=C(C(=C1)OC)NC1=NC=NC(=C1)N1OCC[C@@H]1C1=CC(=CC(=C1)C(F)(F)F)F)NC(C=C)=O)CC (R)-N-(2-(4-(diethylamino)piperidin-1-yl)-5-((6-(3-(3-fluoro-5-(trifluoromethyl)phenyl)isoxazolidin-2-yl)pyrimidin-4-yl)amino)-4-methoxyphenyl)acrylamide